(4-chlorophenyl)-6-(4-methylpiperidin-1-yl)-2-(pyridin-3-yl)pyrimidine methyl-2-((4-(3-fluoro-4-(2-methoxyethoxy)phenyl)-5-isobutylthiazol-2-yl)amino)-5-(thiophen-2-yl)nicotinate COC(C1=C(N=CC(=C1)C=1SC=CC1)NC=1SC(=C(N1)C1=CC(=C(C=C1)OCCOC)F)CC(C)C)=O.ClC1=CC=C(C=C1)C1=NC(=NC(=C1)N1CCC(CC1)C)C=1C=NC=CC1